COC(=O)C=1N=C(SC1)NCCCC1=C(N=NC(=C1C)Cl)Cl 2-[3-(3,6-dichloro-5-methyl-pyridazin-4-yl)propylamino]Thiazole-4-carboxylic acid methyl ester